BrC=1C(=CC(=NC1)Cl)OCCO 2-((5-Bromo-2-chloropyridin-4-yl)oxy)ethan-1-ol